COC1=CC(=NC=C1)C1(NC(=NC(=C1)N(C)C)C=1C=NN(C1)C)N 4-(4-methoxypyridin-2-yl)-N6,N6-dimethyl-2-(1-methyl-1H-pyrazol-4-yl)pyrimidine-4,6-diamine